7-(1H-triazol-4-yl)imidazo[1,2-a]pyridine N1N=NC(=C1)C1=CC=2N(C=C1)C=CN2